BrC1=C2CCCC2=CC(=C1)[N+](=O)[O-] 4-bromo-6-nitro-indane